ethyl 6-chloro-5-fluoro-4-{[(2,2,2-trichloroacetyl)carbamoyl]amino}pyridine-3-carboxylate ClC1=C(C(=C(C=N1)C(=O)OCC)NC(NC(C(Cl)(Cl)Cl)=O)=O)F